COCCOCCOC=C(C1=CC=CC=C1)C1=CC=CC=C1 (2-(2-(2-methoxyethoxy)ethoxy)ethene-1,1-diyl)dibenzene